2-(bromomethyl)-5-chloropyrazine BrCC1=NC=C(N=C1)Cl